3-[4-(benzyloxy)-1-(3-{[tert-butyl(dimethyl)silyl]oxy}propyl)-3-methyl-1H-pyrazol-5-yl]-4-[(4-methoxyphenyl)methyl]-4H-1,2,4-triazole C(C1=CC=CC=C1)OC=1C(=NN(C1C1=NN=CN1CC1=CC=C(C=C1)OC)CCCO[Si](C)(C)C(C)(C)C)C